1-methyl-1'-(3,5-di-tert-butylphenyl)-4,4'-bipyridinium C[N+]1=CC=C(C=C1)C1=CC=[N+](C=C1)C1=CC(=CC(=C1)C(C)(C)C)C(C)(C)C